C1(CC1)CN(C(C1=CC=C(C=C1)Cl)=O)C=1C(=C(C(=O)N)C=CC1)F 3-[N-(cyclopropylmethyl)-4-chlorobenzamido]-2-fluorobenzamide